tert-butyl 4-[2-[2-[(8-fluoro-2-methyl-imidazo[1,2-a]pyridin-6-yl) carbamothioyl]hydrazino]-4-pyridyl]piperazine-1-carboxylate FC=1C=2N(C=C(C1)NC(=S)NNC1=NC=CC(=C1)N1CCN(CC1)C(=O)OC(C)(C)C)C=C(N2)C